1,1-bis(fluoromethyl)ethylene FCC(=C)CF